2-(4-Amino-pyrimidin-2-yl)-N-tert-butyl-N'-(3,5-difluoro-phenyl)-[1,3,5]triazine-2,4-diamine NC1=NC(=NC=C1)C1(NC=NC(=N1)NC1=CC(=CC(=C1)F)F)NC(C)(C)C